silicon tetrakis(ethylmethylamide) C(C)[N-]C.C(C)[N-]C.C(C)[N-]C.C(C)[N-]C.[Si+4]